FC=1C=NC=CC1N1C[C@H](N(CC1)C(=O)N[C@H](C)C=1C=CC=C2C=CN(C12)C)C (R)-4-(3-Fluoropyridin-4-yl)-2-methyl-N-((R)-1-(1-methyl-1H-indol-7-yl)ethyl)piperazine-1-carboxamide